CN([C@@H]1[C@H](CCCC1)NC1=CC(=C(C=C1)S(=O)(=O)N)F)C 4-(((1S,2S)-2-(dimethylamino)cyclohexyl)amino)-2-fluorobenzene-sulfonamide